FC=1C=C(C=CC1F)C=1C(=NN(C1C(=O)O)C=1SC(=C(N1)C1=CC=C(C=C1)C(F)(F)F)SC(C)C)C 4-(3,4-difluorophenyl)-1-(5-(isopropylsulfanyl)-4-(4-(trifluoromethyl)phenyl)thiazol-2-yl)-3-methyl-1H-pyrazole-5-carboxylic acid